2-((tert-butoxycarbonyl)amino)-2-(4-fluoro-3-(trifluoromethoxy)phenyl)acetic acid C(C)(C)(C)OC(=O)NC(C(=O)O)C1=CC(=C(C=C1)F)OC(F)(F)F